tert-butyl 3-methyl-3-[4-[5-(trifluoromethyl) pyrimidin-2-yl]piperazine-1-carbonyl]pyrrolidine-1-carboxylate CC1(CN(CC1)C(=O)OC(C)(C)C)C(=O)N1CCN(CC1)C1=NC=C(C=N1)C(F)(F)F